2-methyl-N-((1-methylcyclopropyl)sulfonyl)propanamide CC(C(=O)NS(=O)(=O)C1(CC1)C)C